7-bromo-1-(3-((2R,3S)-3-hydroxypiperidin-2-yl)propyl)-1H-indole-3-carboxylic acid methyl ester COC(=O)C1=CN(C2=C(C=CC=C12)Br)CCC[C@H]1NCCC[C@@H]1O